CSC1=NC(=CC=C1)SC 2,6-dimethylthiopyridine